CC1=CC=C(C=C1)S(=O)(=O)N1N=C(C=C1)C(=O)NCC=1C=NN(C1)C 1-(4-methylbenzene-1-sulfonyl)-N-[(1-methyl-1H-pyrazol-4-yl)methyl]-1H-pyrazole-3-carboxamide